O=C1N(C(C=C1)=O)CCN1CCC(CC1)C(=O)O 1-(2-(2,5-dioxo-2,5-dihydro-1H-pyrrol-1-yl)ethyl)piperidine-4-carboxylic acid